Tert-Butyl N-[3-({2-[(4-Bromopyridin-2-Yl)Carbamoyl]Ethyl}[(Tert-Butoxy)Carbonyl]Amino)Propyl]-N-Methylcarbamate BrC1=CC(=NC=C1)NC(=O)CCN(CCCN(C(OC(C)(C)C)=O)C)C(=O)OC(C)(C)C